5-(3-(5,7-dichloro-2,3-dihydrobenzofuran-2-yl)phenyl)-1H-tetrazole ClC=1C=C(C2=C(CC(O2)C=2C=C(C=CC2)C2=NN=NN2)C1)Cl